C(CC)C1CCCOC1 5-propyl-tetrahydropyran